tert-butyl (3S,4R)-3-fluoro-4-[(2-{3-[(4-methanesulfonyl-2-methoxyphenyl)amino] prop-1-yn-1-yl}-3-[(trifluoromethyl)sulfanyl]imidazo[1,2-a]pyridin-8-yl)amino]piperidine-1-carboxylate F[C@H]1CN(CC[C@H]1NC=1C=2N(C=CC1)C(=C(N2)C#CCNC2=C(C=C(C=C2)S(=O)(=O)C)OC)SC(F)(F)F)C(=O)OC(C)(C)C